(1S,2S,4S)-2-(hydroxymethyl)-2-(methoxymethyl)-4-(trifluoromethyl)quinuclidin-3-one OC[C@]1(N2CCC(C1=O)(CC2)C(F)(F)F)COC